BrCCCCCCC1(C2=CC=CC=C2C=2C=CC=CC12)CCCCCCBr 9,9-bis(6-bromohexyl)-9H-fluorene